C1(CC1)C(CC)=O cyclopropylpropan-1-one